C(C)OC1=NC=CC=C1C1=CC(=C2C(=N1)C(=NN2C(C)C)C)NCC2=NNC(=N2)C 5-(2-ethoxy-3-pyridyl)-1-isopropyl-3-methyl-N-[(5-methyl-1H-1,2,4-triazol-3-yl)methyl]pyrazolo[4,3-b]pyridin-7-amine